5-((1S,3R,4S,5S)-4-(3,4-difluoro-2-methoxyphenyl)-5-methyl-1-(trifluoromethyl)-2-oxabicyclo[3.2.0]heptane-3-carboxamido)pyridinecarboxamide FC=1C(=C(C=CC1F)[C@H]1[C@@H](O[C@]2(CC[C@@]12C)C(F)(F)F)C(=O)NC=1C=CC(=NC1)C(=O)N)OC